C(C)OC(=O)C=1C(=NC(=NC1)SC)C(C)=O 4-acetyl-2-(methylthio)pyrimidine-5-carboxylic acid ethyl ester